butandiol succinate C(CCC(=O)O)(=O)O.C(CCC)(O)O